ClC=1N=C(C2=C(N1)N(C=C2)COCC[Si](C)(C)C)C2=CC=C(C[N-]CC#N)C=C2 4-(2-chloro-7-((2-(Trimethylsilyl)ethoxy)methyl)-7H-pyrrolo[2,3-d]pyrimidin-4-yl)-N-(cyanomethyl)benzyl-Amide